BrC=1C=CC=2C=3N(C(NC2C1)=O)N=CN3 8-bromo-6H-1,2,4-triazolo[1,5-c]quinazolin-5-one